nitrogen (Melamine) N1=C(N)N=C(N)N=C1N.[N]